FC=1C=C(C=C(C1F)F)C1=C(C=CC=C1)NC(=O)C=1C(=NN(C1Cl)C)C(F)(F)F N-(3',4',5'-trifluorobiphenyl-2-yl)-5-chloro-1-methyl-3-trifluoromethylpyrazol-4-ylcarboxamide